NC1=C(C=C(C=N1)NC(C(=O)N1[C@H](CN([C@H](C1)C)CC(C)C)C1=CC=C(C=C1)F)=O)C1CC1 N-(6-amino-5-cyclopropyl-3-pyridyl)-2-[(2S,5S)-2-(4-fluorophenyl)-4-isobutyl-5-methyl-piperazin-1-yl]-2-oxo-acetamide